5-methyl-1,2,3,4-tetrahydroquinoxaline CC1=C2NCCNC2=CC=C1